FC(CN1C(N(C2=NC=C(C(=C21)C)C2=C(C=CC=C2)C)[C@H](CS(=O)(=O)C)C2=NC(=C(C=C2)OC(C)C)OCC)=O)F (S)-1-(2,2-difluoroethyl)-3-(1-(6-ethoxy-5-isopropoxypyridin-2-yl)-2-(methylsulfonyl)ethyl)-7-methyl-6-(o-tolyl)-1H-imidazo[4,5-b]pyridin-2(3H)-one